[Na+].P(=O)(OC1=C(C=C(C=C1)Cl)C(NC1=CC(=CC(=C1)C(F)(F)F)C(F)(F)F)=O)(O)[O-] 2-{[3,5-bis(trifluoromethyl) phenyl] carbamoyl}-4-chlorophenyl hydrogen phosphate monosodium salt